Ethyl 2'-oxo-1,1',2',4,6,7-hexahydrospiro[indole-5,3'-pyrrolo[2,3-b]pyridine]-2-carboxylate O=C1C2(C=3C(=NC=CC3)N1)CC=1C=C(NC1CC2)C(=O)OCC